((2-(((S)-3,3-dimethyl-1-oxo-1-((S)-1-((R)-3-phenylpiperidine-1-carbonyl)isoindolin-2-yl)butan-2-yl)carbamoyl)benzo[b]thiophen-5-yl)difluoromethyl)phosphonic acid CC([C@@H](C(N1[C@@H](C2=CC=CC=C2C1)C(=O)N1C[C@H](CCC1)C1=CC=CC=C1)=O)NC(=O)C1=CC2=C(S1)C=CC(=C2)C(F)(F)P(O)(O)=O)(C)C